2-([5-(4-chlorophenyl)-1-([pyridin-4-yl]methyl)1H-pyrazol-3-yl]methoxy)-2-methylpropanoic acid ClC1=CC=C(C=C1)C1=CC(=NN1CC1=CC=NC=C1)COC(C(=O)O)(C)C